C(C)(C)N1N=CC(=C1)C=1C=C(C=CC1)N(C(=O)[C@@H]1CC[C@H](CC1)CC(=O)O)C[C@@H]1CC[C@H](CC1)C1=NC(=C(C=C1)OC)C 2-(trans-4-((3-(1-Isopropyl-1H-pyrazol-4-yl)phenyl)((trans-4-(5-methoxy-6-methylpyridin-2-yl)cyclohexyl)methyl)carbamoyl)cyclohexyl)-acetic acid